4-[2-[4-[5-cyclobutyl-1-[4-(trifluoromethoxy)phenyl]pyrazol-3-yl]piperazin-1-yl]ethyl]morpholine C1(CCC1)C1=CC(=NN1C1=CC=C(C=C1)OC(F)(F)F)N1CCN(CC1)CCN1CCOCC1